3-(pyridin-2-yl)urea N1=C(C=CC=C1)NC(N)=O